C(CC)OC(C1=CC(=C(C=C1)OCCCCCCCCCCCC)OC)=O 4-Dodecyloxy-3-methoxybenzoic acid propyl ester